tert-butyl ((5R)-8,9-difluoro-6-methyl-5,6-dihydro-4H-pyrrolo[3,2,1-ij]quinolin-5-yl)(methyl)carbamate FC=1C=C2C([C@H](CN3C2=C(C1F)C=C3)N(C(OC(C)(C)C)=O)C)C